tin(II) dichloride [Sn](Cl)Cl